C(NC(=O)NC1NC(N(C1=O)CO)=O)NC(=O)NC1NC(N(C1=O)CO)=O N,N''-methylenebis(N'-[1-(hydroxymethyl)-2,5-dioxo-4-imidazolidinyl]urea)